(7S)-7-tert-butyl-N-[(1R)-3-(4-hydroxy-1-piperidyl)-1-[4-(6-oxo-1H-pyridin-3-yl)phenyl]propyl]-5,6,7,8-tetrahydrothiazolo[5,4-b]quinoline-2-carboxamide C(C)(C)(C)[C@@H]1CC=2C=C3C(=NC2CC1)SC(=N3)C(=O)N[C@H](CCN3CCC(CC3)O)C3=CC=C(C=C3)C3=CNC(C=C3)=O